4-((3-fluorophenylethyl)amino)-2-((1-methyl-1H-pyrazol-4-yl)amino)pyrimidin-5-carboxamide FC=1C=C(C=CC1)CCNC1=NC(=NC=C1C(=O)N)NC=1C=NN(C1)C